C1(=CC=CC=C1)N1N=CC(=C1)C=1SC=C(N1)C(=O)O 2-(1-Phenyl-1H-pyrazol-4-yl)thiazole-4-carboxylic acid